C1(CC1)CNC1(CN(CC1)C1=CC=C(N=N1)C1=C(C=C(C(=C1)F)C1=CN=C(S1)C)O)C 2-(6-{3-[(cyclopropylmethyl)amino]-3-methylpyrrolidin-1-yl}pyridazin-3-yl)-4-fluoro-5-(2-methyl-1,3-thiazol-5-yl)phenol